(1aR,5aR)-2-(5-Fluoropyridin-2-yl)-1a,2,5,5a-tetrahydro-1H-2,3-diazacyclopropa[a]pentalen FC=1C=CC(=NC1)N1N=CC=2C[C@@H]3[C@H](C12)C3